methyl (1aR,6aR)-4-methylenehexahydrocyclopropa[b]pyrrolizine-5a(3H)-carboxylate C=C1CN2[C@H]3[C@@H](CC2(C1)C(=O)OC)C3